2-(2,6-dioxopiperidin-3-yl)-5-(4-(1-(2-(4-(6-(5-isopropoxy-1H-indazol-3-yl)pyrimidin-4-yl)piperazin-1-yl)ethyl)azetidin-3-yl)piperidin-1-yl)isoindoline-1,3-dione O=C1NC(CCC1N1C(C2=CC=C(C=C2C1=O)N1CCC(CC1)C1CN(C1)CCN1CCN(CC1)C1=NC=NC(=C1)C1=NNC2=CC=C(C=C12)OC(C)C)=O)=O